C(C)N(CC)S(F)(F)F di-ethylaminosulfur trifluoride